1,3,5-tri(4-carboxyphenoxy)benzene C(=O)(O)C1=CC=C(OC2=CC(=CC(=C2)OC2=CC=C(C=C2)C(=O)O)OC2=CC=C(C=C2)C(=O)O)C=C1